ClC1=C(C(=CC=C1)I)OC 1-chloro-3-iodo-2-methoxybenzene